BrC1=CC=C2[C@@H](CC=3C(=NOC3C2=C1)C(=O)N)CC |r| rac-8-bromo-5-ethyl-4,5-dihydronaphtho[2,1-d]isoxazole-3-carboxamide